CN1CCN(CC1)CCCNC(C1=CC=C(C=C1)C1=NC2=CC=C3C(=C2C=2CCCCC12)C=NN3)=O N-(3-(4-methylpiperazin-1-yl)propyl)-4-(8,9,10,11-tetrahydro-3H-pyrazolo[4,3-a]phenanthridin-7-yl)benzamide